L-penicillamine lead [Pb].N[C@@H](C(C)(C)S)C(=O)O